S(=O)(O)O.N1C(=O)N=C(N)C=C1 cytosine-sulfite